Diethyl ({[5-(2,3-dichlorophenyl)pyridazin-4-yl] amino}methylene)malonate ClC1=C(C=CC=C1Cl)C=1C(=CN=NC1)NC=C(C(=O)OCC)C(=O)OCC